(5-(2-fluoro-6-methoxyphenyl)-1H-pyrazolo[3,4-c]pyridin-3-yl)-N-isopropyl-1H-imidazole-4-carboxamide FC1=C(C(=CC=C1)OC)C=1C=C2C(=CN1)NN=C2N2C=NC(=C2)C(=O)NC(C)C